[N+](=O)([O-])C1=CC=C(C=C1)N1CCN(CC1)C(C)=O (4-(4-nitrophenyl)piperazin-1-yl)ethan-1-one